2-(CYCLOPROPYLAMINO)PROPANOIC ACID C1(CC1)NC(C(=O)O)C